2-phenanthroline C1=CC2=C(C3=C(C=CC=N3)C=C2)N=C1